COC1=C(CNCCOC)C=CC=C1 N-(2-methoxybenzyl)-2-methoxyethylamine